C1CNCCC12OC1(CCCCCCCCCCC1)NC2 7-Oxa-3,20-di-azadispiro[5.1.11.2]heneicosan